C(CCCCCCCCCCCCCCCCCCC)(=O)OCCCCCCCCCCCCCCCCCCCCCCCC lignoceryl arachidate